CC1=C(C=C(C=C1)C(NC=1C=NC=C(C1)C(F)(F)F)=O)[C@H]1CN(CC1)C(=O)OC(C)(C)C tert-butyl (S)-3-(2-methyl-5-((5-(trifluoromethyl)pyridin-3-yl)carbamoyl)phenyl)pyrrolidine-1-carboxylate